NC1=C(C(NN1C(=O)OC(C)(C)C)=O)C1=CC=C(C=C1)F tert-butyl 5-amino-4-(4-fluorophenyl)-3-oxo-2H-pyrazole-1-carboxylate